P(=O)(OCl)(OCC[Si](C)(C)C)OCC[Si](C)(C)C chloro bis(2-(trimethylsilyl) ethyl) phosphate